CN(C(CCCCC)=O)C N,N-dimethyl-hexanoic amide